(3R,4S)-3-fluoro-1-(4-((8-((2R,3S)-3-hydroxy-2-methylazetidin-1-yl)-5-isopropyl-2,7-naphthyridin-3-yl)amino)pyrimidin-2-yl)-4-methylpiperidin-4-ol F[C@@H]1CN(CC[C@@]1(O)C)C1=NC=CC(=N1)NC=1N=CC2=C(N=CC(=C2C1)C(C)C)N1[C@@H]([C@H](C1)O)C